bis(3,5-di-tert-butyl-4-hydroxybenzyl)propionic acid isooctyl ester C(CCCCC(C)C)OC(C(C)(CC1=CC(=C(C(=C1)C(C)(C)C)O)C(C)(C)C)CC1=CC(=C(C(=C1)C(C)(C)C)O)C(C)(C)C)=O